5-(2-hydroxy-6-methyl-4-(trifluoromethyl)phenyl)-3-(1-methylpiperidin-3-yl)pyrimidin-4(3H)-one OC1=C(C(=CC(=C1)C(F)(F)F)C)C=1C(N(C=NC1)C1CN(CCC1)C)=O